1-((3R,5S)-3,5-dimethyl-4-(3-(6-((R)-3-methylpiperazin-1-yl)pyridin-3-yl)-1H-pyrazolo[4,3-d]pyrimidin-5-yl)piperazin-1-yl)-2-methylpropan-1-one C[C@@H]1CN(C[C@@H](N1C=1N=CC2=C(N1)C(=NN2)C=2C=NC(=CC2)N2C[C@H](NCC2)C)C)C(C(C)C)=O